4-(4-(4-(4-hydroxyphenyl)piperazin-1-yl)phenyl)-1H-1,2,4-triazol-5(4H)-one OC1=CC=C(C=C1)N1CCN(CC1)C1=CC=C(C=C1)N1C=NNC1=O